CC(CC1C(OCCC1)=O)(C)[N+](=O)[O-] 3-(2-methyl-2-nitro-propyl)tetrahydropyran-2-one